BrC(C)C1=CC(=C(C=C1)C=1N(C=C(N1)C(F)(F)F)CC)OC 2-(4-(1-bromoethyl)-2-methoxyphenyl)-1-ethyl-4-(trifluoromethyl)-1H-imidazole